4-(5-chloropyrimidin-2-yl)phenyl trifluoromethanesulfonate FC(S(=O)(=O)OC1=CC=C(C=C1)C1=NC=C(C=N1)Cl)(F)F